1,2-benzenedicarbothioic acid, S,S-diisobutyl ester C=1(C(=CC=CC1)C(SCC(C)C)=O)C(SCC(C)C)=O